ClC1=C2CCN(C(C2=CC(=C1OCCCl)Cl)C1=CC=C(C=C1)O)C 4-(5,7-dichloro-6-(2-chloroethoxy)-2-methyl-1,2,3,4-tetrahydroisoquinolin-1-yl)phenol